COC1=C(C=CC=C1)C1=CC(=NC2=C(N=CC=C12)C1=CC=NN1)N1CCOCC1 4-(2-methoxyphenyl)-2-(morpholin-4-yl)-8-(1H-pyrazol-5-yl)-1,7-naphthyridine